di-t-butyl oxalate C(C(=O)OC(C)(C)C)(=O)OC(C)(C)C